FC1(CCOCC1)C(=O)NC=1SC(=CN1)C=1C=C2C=C(N=NC2=CC1)CN1CCOCC1 4-fluoro-N-(5-(3-(morpholinomethyl)cinnolin-6-yl)thiazol-2-yl)tetrahydro-2H-pyran-4-carboxamide